4-((2-(3-bromophenyl)-7-(trifluoromethyl)quinazolin-4-yl)methyl)morpholine BrC=1C=C(C=CC1)C1=NC2=CC(=CC=C2C(=N1)CN1CCOCC1)C(F)(F)F